C[Si](CCOCN1N=CC(=C1)C(=O)O)(C)C 1-((2-(trimethylsilyl)ethoxy)methyl)-1H-pyrazole-4-carboxylic acid